NC1=C(C=C(C=C1)CC)CCC(CC)O 1-(2-amino-5-ethyl-phenyl)-3-pentanol